BrC=1C(=C(C=CC1)CO)N(C)C (3-bromo-2-(dimethylamino)phenyl)methanol